BrN1C=CC=C2C=CC3=CC=CN(C3=C12)Br 1,10-dibromophenanthroline